((6-bromo-5-chloropyridin-3-yl)methyl)-2-oxo-2,3-dihydro-1H-benzo[d]imidazole-1-carboxylic acid tert-butyl ester C(C)(C)(C)OC(=O)N1C(N(C2=C1C=CC=C2)CC=2C=NC(=C(C2)Cl)Br)=O